6-chloro-4-(6-azaspiro[2.5]octan-6-yl)nicotinoyl chloride ClC1=NC=C(C(=O)Cl)C(=C1)N1CCC2(CC2)CC1